OC=1C(=C(C(=CC1)C)C1=C(C2=C(N=C1)NC(=C2)C=2C=NC=C(C2)N2CCC(CC2)O)C#N)C 5-(3-hydroxy-2,6-dimethylphenyl)-2-(5-(4-hydroxypiperidin-1-yl)pyridin-3-yl)-1H-pyrrolo[2,3-b]pyridine-4-carbonitrile